7-(methylsulfonyl)-5,6,7,8-tetrahydroimidazo[1,2-a]Pyrazine-2-carboxylic acid benzyl ester C(C1=CC=CC=C1)OC(=O)C=1N=C2N(CCN(C2)S(=O)(=O)C)C1